N1=CC=C(C=C1)CC=1N=C(NC1)[C@H](O)C1=CN=CS1 (S)-(4-(pyridin-4-ylmethyl)-1H-imidazol-2-yl)(thiazol-5-yl)methanol